N6-{4-[2-(dimethylamino)ethoxy]-2-fluorophenyl}-3-(1H-indol-5-yl)-1-isopropyl-1H-pyrazolo[3,4-d]pyrimidine-4,6-diamine di(trifluoroacetate) FC(C(=O)O)(F)F.FC(C(=O)O)(F)F.CN(CCOC1=CC(=C(C=C1)NC1=NC(=C2C(=N1)N(N=C2C=2C=C1C=CNC1=CC2)C(C)C)N)F)C